COC1=CC=C(C=C1)/C=C/C(=O)OC(C)(C)C1CC=C(CC1)C 2-(4-methylcyclohex-3-en-1-yl)propan-2-yl (E)-3-(4-methoxyphenyl)acrylate